N[C@H](COCC(C)(C)S(=O)(=O)C1(CC1)CN1C(C2=C(CC1)C(=NN2C)C(=O)NCC2=CC=C(C=C2)C#N)=O)C (S)-6-((1-((1-(2-Aminopropoxy)-2-methylpropan-2-yl)sulfonyl)cyclopropyl)methyl)-N-(4-cyanobenzyl)-1-methyl-7-oxo-4,5,6,7-tetrahydro-1H-pyrazolo[3,4-c]pyridine-3-carboxamide